FC(C1=NC=CC(=C1)C1=NOC(=N1)[C@H](C)NC(C1=CN=CC=C1)=O)(F)F (S)-N-(1-(3-(2-(trifluoromethyl)pyridin-4-yl)-1,2,4-oxadiazol-5-yl)ethyl)nicotinamide